Ethyl 2-{[trans-4-(dibenzylamino)cyclohexyl]oxy}acetate C(C1=CC=CC=C1)N([C@@H]1CC[C@H](CC1)OCC(=O)OCC)CC1=CC=CC=C1